5-(2-(methylsulfonyl)-2-azaspiro[3.5]nonan-7-yl)-5H-imidazo[5,1-a]isoindole CS(=O)(=O)N1CC2(C1)CCC(CC2)C2N1C(C3=CC=CC=C23)=CN=C1